N,N-bis(methyl-d3)ethan-1-amine-1,1,2,2-d4 C(N(C(C([2H])[2H])([2H])[2H])C([2H])([2H])[2H])([2H])([2H])[2H]